ClC1=C(C(=CC=C1)F)C1=NOC(=C1CO[C@H]1[C@@H]2CN([C@H](C1)C2)C2=C(C=C(C=C2)CCC(=O)NS(=O)(=O)C2CCOCC2)F)C2CC2 3-[4-[(1S,4S,5R)-5-[[3-(2-chloro-6-fluorophenyl)-5-cyclopropyl-1,2-oxazol-4-yl]methoxy]-2-azabicyclo[2.2.1]heptan-2-yl]-3-fluorophenyl]-N-(oxane-4-sulfonyl)propanamide